N1C([CH]CC2=CC=CC=C12)=O (S)-3,4-dihydro-3λ3-quinolin-2(1H)-one